(S)-1-(1-bromo-naphthyl)ethylammonium bromide [Br-].BrC1=C(C=CC2=CC=CC=C12)[C@H](C)[NH3+]